(3,5-Difluoro-phenyl)-N'-isopropyl-6-(6-prop-1-ynyl-pyridin-2-yl)-[1,3,5]triazine-2,4-diamine FC=1C=C(C=C(C1)F)NC1=NC(=NC(=N1)NC(C)C)C1=NC(=CC=C1)C#CC